OC1(CC(C1)C(=O)N1CC2(C1)C[C@@H](CC2)C2=CC=C(C=C2)C(F)(F)F)C |r| (rac)-((1s,3s)-3-Hydroxy-3-methylcyclobutyl)(6-(4-(trifluoromethyl)phenyl)-2-azaspiro[3.4]octan-2-yl)methanon